CC(C(=O)O)COC.COCCC(=O)OC methyl 3-methoxypropionate (methyl 3-methoxypropionate)